CC=1C=C2CN(NC2=CC1)CNC(=S)NC1=CC=CC=C1 1-((5-methyl-1H-indazol-2-yl)methyl)-3-phenylthiourea